O1COC2=C1C=CC(=C2)N(C(C2=CC(=CC=C2)N2N=C(C(=C2C)Cl)CO)=O)C N-(1,3-benzodioxol-5-yl)-3-[4-chloro-3-(hydroxymethyl)-5-methyl-pyrazol-1-yl]-N-methyl-benzamide